1-((3S)-4-((4-amino-1,3-dihydrofuro[3,4-c][1,7]naphthyridin-8-yl)carbonyl)-3-(4-(trifluoromethyl)phenyl)-1-piperazinyl)ethanone NC1=NC=2C=NC(=CC2C2=C1COC2)C(=O)N2[C@H](CN(CC2)C(C)=O)C2=CC=C(C=C2)C(F)(F)F